2-(4-chloro-3-(difluoromethoxy)phenyl)-4,4,5,5-tetramethyl-1,3,2-dioxaborolan ClC1=C(C=C(C=C1)B1OC(C(O1)(C)C)(C)C)OC(F)F